dimethylcyclopentyl citraconate C(\C(\C)=C/C(=O)[O-])(=O)OC1(C(CCC1)C)C